BrC1=C(C(=C(C(=O)OC)C(=C1)F)C)OC methyl 4-bromo-6-fluoro-3-methoxy-2-methyl-benzoate